P(=O)(O)(O)O.NCCCCCCCCCCN 1,10-diaminodecane phosphate